C[C@H]1[C@@H]([C@H]([C@H]([C@@H](O1)O[C@@H]2[C@H]([C@@H]([C@H](O[C@H]2OC3=CC(=C4C(=C3)OC(=CC4=O)C5=CC(=C(C=C5)O)OC)O)CO)O)O)O)O)O The molecule is a glycosyloxyflavone that is chrysoeriol in which the hydroxyl hydrogen at position 7 is replaced by an alpha-L-rhamnosyl-(1->2)-beta-D-glucosyl moiety. It has a role as a metabolite. It is a dihydroxyflavone, a glycosyloxyflavone, a monomethoxyflavone and a disaccharide derivative. It derives from a 4',5,7-trihydroxy-3'-methoxyflavone.